tert-butyl (S)-((1-(3-fluoro-2-(2-methoxyacetamido)-6-nitrophenyl)pyrrolidin-2-yl)methyl)carbamate FC=1C(=C(C(=CC1)[N+](=O)[O-])N1[C@@H](CCC1)CNC(OC(C)(C)C)=O)NC(COC)=O